COC(C1=C(C=C2CCCN(C2=N1)C(=O)OC1=CC=CC=C1)CN1C2(CC2)COCC1=C=O)OC phenyl 7-(dimethoxymethyl)-6-((5-carbonyl-7-oxa-4-azaspiro[2.5]octan-4-yl) methyl)-3,4-dihydro-1,8-naphthyridine-1(2H)-carboxylate